CS(=O)(=O)C1=CC=C(C=C1)C/1=C(C(O\C1=C/C1=C(C=CC=C1)N1CCOCC1)=O)C1=CC=CC=C1 (Z)-4-(4-(methylsulfonyl)phenyl)-5-(2-morpholinophenylmethylene)-3-phenylfuran-2(5H)-one